2-(4-bromophenyl)-6-(hydroxymethyl)cyclohexane-1-carboxylic acid BrC1=CC=C(C=C1)C1C(C(CCC1)CO)C(=O)O